O=C1NC(CC[C@@H]1N1C(C2=CC=CC(=C2C1)OCC1=CC=C(C=C1)CN1CCN(CC1)C1=C(C=C(C#N)C=C1)F)=O)=O 4-[4-[[4-[[2-[(3S)-2,6-dioxopiperidin-3-yl]-1-oxo-3H-isoindol-4-yl]oxymethyl]phenyl]methyl]piperazin-1-yl]-3-fluorobenzonitrile